tert-butyl 4-(5-chloropyrimidin-2-yl)-3,6-dihydropyridine-1(2H)-carboxylate ClC=1C=NC(=NC1)C=1CCN(CC1)C(=O)OC(C)(C)C